1-(3-benzoylphenyl)-3-(3-(2-methoxyethyl)-4-oxo-3,4-dihydroquinazolin-6-yl)urea C(C1=CC=CC=C1)(=O)C=1C=C(C=CC1)NC(=O)NC=1C=C2C(N(C=NC2=CC1)CCOC)=O